NC(CO)CO (R)-2-amino-1,3-propanediol